C1OCC12CC(C2)C(=O)[O-].[Li+] lithium(1+) 2-oxaspiro[3.3]heptane-6-carboxylate